tert-butyl 4-[(1r,3r)-3-(piperazin-1-yl)cyclobutoxy]piperidine-1-carboxylate N1(CCNCC1)C1CC(C1)OC1CCN(CC1)C(=O)OC(C)(C)C